C(C)(C)(C)SC1=CC=2N(C=C1OC)N=CC2 5-(tert-butylthio)-6-methoxypyrazolo[1,5-a]pyridine